5-((1-benzoyl-4-hydroxypiperidin-4-yl)methyl)-1-(4-fluoro-3-(4-methylpiperazin-1-yl)phenyl)-1H-pyrazolo[3,4-d]pyrimidin-4(5H)-one C(C1=CC=CC=C1)(=O)N1CCC(CC1)(O)CN1C=NC2=C(C1=O)C=NN2C2=CC(=C(C=C2)F)N2CCN(CC2)C